6-Chloro-4-(isopropylamino)pyridine-3-carbaldehyde ClC1=CC(=C(C=N1)C=O)NC(C)C